NC1=NC2=CC=C(C=C2C=C1C)C(=O)N(CC1=NC=C(C=C1)C(F)(F)F)CC1=C(N=CS1)C 2-amino-3-methyl-N-((4-methyl-1,3-thiazol-5-yl)methyl)-N-((5-(trifluoromethyl)-2-pyridinyl)methyl)-6-quinolinecarboxamide